(2S)-2-[(tert-butoxycarbonyl)(methyl)amino]-3-phenylpropanoic acid C(C)(C)(C)OC(=O)N([C@H](C(=O)O)CC1=CC=CC=C1)C